bis(t-butylphenyl)phenyl phosphate P(=O)(OC1=C(C(=CC=C1)C1=C(C=CC=C1)C(C)(C)C)C1=C(C=CC=C1)C(C)(C)C)([O-])[O-]